COC=1C=C(C=CC1B1OC(C(O1)(C)C)(C)C)N1CCOCC1 4-[3-(methyloxy)-4-(4,4,5,5-tetramethyl-1,3,2-dioxaborolan-2-yl)phenyl]morpholine